O=S1(CCC(CC1)NC1=C2C=C(N(C2=CC=C1)CC(F)(F)F)C1=CC=C(C=C1)CNC(OC(C)(C)C)=O)=O tert-butyl N-[(4-{4-[(1,1-dioxo-1λ6-thian-4-yl)amino]-1-(2,2,2-trifluoroethyl)-1H-indol-2-yl}phenyl)methyl]carbamate